BrC=1C(=CC(=C(C1)C(C)=O)O)C 1-(5-bromo-2-hydroxy-4-methylphenyl)ethan-1-one